N-(4-(1H-imidazol-1-yl)phenyl)-5-bromo-2-nitroaniline N1(C=NC=C1)C1=CC=C(C=C1)NC1=C(C=CC(=C1)Br)[N+](=O)[O-]